C(C)(C)C1SC2C(O1)=CC=CC2 2-isopropyl-4H-3,1-benzooxathiolane